CN1C(=C(C=2C1=NC=CC2)C=2NC1=CC=C(C=C1C2C(C)C)C2CCN(CC2)C(CN(C)C)=O)C 1-(4-(2-(1,2-dimethyl-1H-pyrrolo[2,3-b]pyridin-3-yl)-3-isopropyl-1H-indol-5-yl)piperidin-1-yl)-2-(dimethylamino)ethan-1-one